2,2',2''-{1,5,9-triazacyclododecane-1,5,9-triyltris[methylene(2-hydroxy-5-methyl-3,1-phenylene)methyleneazanediyl]}tri(propane-1,3-diol) N1(CCCN(CCCN(CCC1)CC=1C(=C(C=C(C1)C)CNC(CO)CO)O)CC=1C(=C(C=C(C1)C)CNC(CO)CO)O)CC=1C(=C(C=C(C1)C)CNC(CO)CO)O